1-((1-benzyl-1H-imidazol-2-yl)methyl)-4-(4,4,5,5-tetramethyl-1,3,2-dioxaborolan-2-yl)-1H-pyrazole C(C1=CC=CC=C1)N1C(=NC=C1)CN1N=CC(=C1)B1OC(C(O1)(C)C)(C)C